C(OCC)(OC(C)N1N=C(N=N1)COCC(=C)C)=O ethyl 1-[5-(2-methylallyloxymethyl)tetrazol-2-yl]ethyl carbonate